FC1=C(C=C(C=C1)CC(=O)N1CCN(CC1)C=1C=CC=2N(N1)C=NN2)CF 2-[4-fluoro-3-(fluoromethyl)phenyl]-1-(4-{[1,2,4]triazolo[4,3-b]pyridazin-6-yl}piperazin-1-yl)ethan-1-one